(1R,5S,6r)-6-formyl-6-methyl-3-azabicyclo[3.1.0]Hexane-3-carboxylic acid tert-butyl ester C(C)(C)(C)OC(=O)N1C[C@H]2C([C@H]2C1)(C)C=O